C(#N)[C@H](C[C@H]1C(NCCC1)=O)NC(=O)[C@H]1N(C[C@H]2[C@@H]1CC(C2)(F)F)C(=O)C=2NC1=CC=CC(=C1C2)F (1S,3aR,6aS)-N-((S)-1-cyano-2-((S)-2-oxopiperidin-3-yl)ethyl)-5,5-difluoro-2-(4-fluoro-1H-indole-2-carbonyl)octahydrocyclopenta[c]pyrrole-1-carboxamide